tert-butyl ((1S,2S)-4,4-dimethyl-2-((1-oxo-1,3-dihydroisobenzofuran-5-yl)oxy)cyclopentyl)carbamate CC1(C[C@@H]([C@H](C1)NC(OC(C)(C)C)=O)OC=1C=C2COC(C2=CC1)=O)C